chlorobut-2-en-1-one ClC(C=CC)=O